FC(C(=O)O)(F)F.N1C=CC=C1 pyrrole trifluoroacetate